BrC1=C(C=CC2=C1OCO2)F 7-Bromo-6-fluorobenzo[d][1,3]dioxole